The molecule is the open-chain form of D-fructose. It is a keto-fructose and a D-fructose. It is an enantiomer of a keto-L-fructose. C([C@H]([C@H]([C@@H](C(=O)CO)O)O)O)O